FC(C=1C=CC(=NC1)C1(CCC2(OCCO2)CC1)O)(F)F 8-[5-(trifluoromethyl)pyridin-2-yl]-1,4-dioxaspiro[4.5]decan-8-ol